3-[dideutero-(2,2,3,3-tetramethylcyclopropyl)methoxy]Pyrazole-1-carboxylic acid tert-butyl ester C(C)(C)(C)OC(=O)N1N=C(C=C1)OC(C1C(C1(C)C)(C)C)([2H])[2H]